4-(7-methyl-2-((5-methylbenzo[d]oxazol-6-yl)amino)-8-oxo-7,8-dihydro-9H-purin-9-yl)tetrahydro-2H-pyran-4-carbonitrile CN1C(N(C2=NC(=NC=C12)NC1=CC2=C(N=CO2)C=C1C)C1(CCOCC1)C#N)=O